2,2-difluoro-3-hydroxy-3-methylpentanoic acid FC(C(=O)O)(C(CC)(C)O)F